5-(Imidazo[1,2-b]pyridazin-6-yl)-N-neopentyl-7H-pyrrolo[2,3-d]pyrimidin N=1C=CN2N=C(C=CC21)C2=CNC=1N(CN=CC12)CC(C)(C)C